5-tert-butyl 4-ethyl 1-formyl-5-azaspiro[2.4]heptane-4,5-dicarboxylate C(=O)C1CC12C(N(CC2)C(=O)OC(C)(C)C)C(=O)OCC